1-(oxetan-3-yl)piperidin-3-amine O1CC(C1)N1CC(CCC1)N